FC=1C=C(CC=2C=CC(=NC2)C=2N=NC=CC2C(=O)N)C=CC1 (5-(3-fluorobenzyl)pyridin-2-yl)pyridazine-4-carboxamide